3-chloro-4-(chlorosulfonyl)benzoic acid ClC=1C=C(C(=O)O)C=CC1S(=O)(=O)Cl